3-{1-[4-(piperazine-1-carbonyl)-phenyl]-1H-[1,2,3]triazol-4-yl}-1H-quinolin-2-one N1(CCNCC1)C(=O)C1=CC=C(C=C1)N1N=NC(=C1)C=1C(NC2=CC=CC=C2C1)=O